CC1=C(C=NC=C1)C=1C=CC=C(C1)O 5-(4-methylpyridin-3-yl)phenol